5-tert-butyl-1,2,4-oxadiazole-3-carboxylic acid {(R)-8-[2-(1-methyl-1H-pyrazol-4-ylamino)-pyrimidin-4-yl]-2-oxetan-3-yl-2,3,4,5-tetrahydro-1H-2-benzazepin-5-yl}-amide CN1N=CC(=C1)NC1=NC=CC(=N1)C1=CC2=C([C@@H](CCN(C2)C2COC2)NC(=O)C2=NOC(=N2)C(C)(C)C)C=C1